[N+](OCCCCCCCC[N+](=O)[O-])([O-])=C nitrooctyl nitronate